methyl (2R)-2-{[(1,2,3,5,6,7-hexahydro-s-indacen-4-yl)carbamoyl]amino}-3-(pyrazin-2-yl)propanoate C1CCC2=C(C=3CCCC3C=C12)NC(=O)N[C@@H](C(=O)OC)CC1=NC=CN=C1